C(N)(=O)C1=C(C(C(N(C1=O)CC)=O)=NNC1=C(C=C(C(=C1)NC1=NC(=NC(=N1)Cl)Cl)S(=O)(=O)[O-])S(=O)(=O)[O-])C 4-[2-(5-carbamoyl-1-ethyl-4-methyl-2,6-dioxopyridin-3-ylidene) hydrazinyl]-6-[(4,6-dichloro-1,3,5-triazin-2-yl)amino]benzene-1,3-disulfonate